3,5-dichloro-4-hydroxy-N-(4-oxo-3-(3-(trifluoromethyl)benzyl)-3,4-dihydroquinazolin-5-yl)benzamide ClC=1C=C(C(=O)NC2=C3C(N(C=NC3=CC=C2)CC2=CC(=CC=C2)C(F)(F)F)=O)C=C(C1O)Cl